[2-(2,6-dioxopiperidin-3-yl)-4-methoxy-3-oxo-2,3-dihydro-1H-isoindol-5-yl]methyl N-[2-fluoro-4-(2,4,5-trifluorophenoxy)phenyl]carbamate FC1=C(C=CC(=C1)OC1=C(C=C(C(=C1)F)F)F)NC(OCC=1C(=C2C(N(CC2=CC1)C1C(NC(CC1)=O)=O)=O)OC)=O